(3,5-dichloro-4-((4-ethylquinolin-6-yl)oxy)phenyl)-5-oxo-4,5-dihydro-1,2,4-oxadiazole-3-carboxamide ClC=1C=C(C=C(C1OC=1C=C2C(=CC=NC2=CC1)CC)Cl)N1C(=NOC1=O)C(=O)N